BrCC(=O)N[C@@H](C)C1=CC(=C(C=C1)OC)F (S)-2-bromo-N-(1-(3-fluoro-4-methoxyphenyl)ethyl)acetamide